FC(C1=C(C(=O)O)C=CC=N1)(F)F 2-(trifluoromethyl)nicotinic acid